2,6-dichloro-4-[3-(prop-2-en-1-yl)oxetan-3-yl]pyridine ClC1=NC(=CC(=C1)C1(COC1)CC=C)Cl